(S)-1-(5-((2-amino-3-chloropyridin-4-yl)thio)-1-methyl-1H-imidazo[4,5-b]pyrazin-2-yl)-4'H,6'H-spiro[piperidine-4,5'-pyrrolo[1,2-b]pyrazol]-4'-amine (trifluoroacetate) FC(C(=O)O)(F)F.NC1=NC=CC(=C1Cl)SC=1N=C2C(=NC1)N(C(=N2)N2CCC1([C@@H](C=3N(N=CC3)C1)N)CC2)C